ClCC(CCCC#N)=O 6-Chloro-5-oxohexanenitrile